4-(3-phenoxypropyl)piperidine O(C1=CC=CC=C1)CCCC1CCNCC1